3-((5-amino-6-(hydroxymethyl)pyrazin-2-yl)ethynyl)-4-methyl-N-(4-((4-methylpiperazin-1-yl)methyl)-3-(trifluoromethyl)phenyl)benzamide NC=1N=CC(=NC1CO)C#CC=1C=C(C(=O)NC2=CC(=C(C=C2)CN2CCN(CC2)C)C(F)(F)F)C=CC1C